ClC=1C=C(CN2CC=3C(N(C=4N(C3CC2)C=CN4)CC4=CC=C(C=C4)C)=O)C=CC1 7-(3-chlorobenzyl)-4-(4-methylbenzyl)-6,7,8,9-tetrahydroimidazo[1,2-a]pyrido[3,4-e]pyrimidine-5(4H)-one